(E)-3-fluoro-2-hydroxy-5-(4-(2-methoxyethoxy)styryl)benzaldehyde FC=1C(=C(C=O)C=C(C1)\C=C\C1=CC=C(C=C1)OCCOC)O